Tert-butyl 6-(4-(2-fluoropyrimidin-5-yl)piperidin-1-yl)-2-azaspiro[3.3]heptane-2-carboxylate FC1=NC=C(C=N1)C1CCN(CC1)C1CC2(CN(C2)C(=O)OC(C)(C)C)C1